3-chloropiperidine hydrochloride Cl.ClC1CNCCC1